tert-butyl 2-(3-fluoro-1-isopropyl-1H-indazol-7-yl)-2-(3-((5-(5,6,7,8-tetrahydro-1,8-naphthyridin-2-yl)pentyl)oxy)azetidin-1-yl)acetate FC1=NN(C2=C(C=CC=C12)C(C(=O)OC(C)(C)C)N1CC(C1)OCCCCCC1=NC=2NCCCC2C=C1)C(C)C